2-(3-acetyl-5-(pyrimidin-5-ylamino)-1H-indol-1-yl)acetic acid C(C)(=O)C1=CN(C2=CC=C(C=C12)NC=1C=NC=NC1)CC(=O)O